NC1=CC=C(OCCOC2=C(C=C(N)C=C2)F)C=C1 4-(2-(4-aminophenoxy)ethoxy)-3-fluoroaniline